ClC1=C(C=C(C=N1)C(C)=O)F 1-(6-chloro-5-fluoro-3-pyridyl)ethanone